N-Butyl-3-((4-methoxyphenyl)amino)quinoxaline-2-carboxamide C(CCC)NC(=O)C1=NC2=CC=CC=C2N=C1NC1=CC=C(C=C1)OC